FC1(CCN(CC1)CCCCCCCNC=1C=C(C=CC1)C1C(NC(CC1)=O)=O)F 3-(3-((7-(4,4-difluoropiperidin-1-yl)heptyl)amino)phenyl)piperidine-2,6-dione